C(C)(C)(C)OC(=O)N1C(C2=C(C=CC(=C2C1)C1=CN=C2N1C=CN=C2)NC2=CC=C1C(=N2)CN(C12CCOCC2)C)=O.O(C)C2=C(C(OC1=CC=CC=C21)=O)OC dimethoxyl-chromenone tert-butyl-4-(imidazo[1,2-a]pyrazin-3-yl)-7-((6'-methyl-2,3,5,6,6',7'-hexahydrospiro[pyran-4,5'-pyrrolo[3,4-b]pyridin]-2'-yl)amino)-1-oxoisoindoline-2-carboxylate